C(=O)(O)CCC(=O)OC(C(=O)O)CCCCCC 2-((3-Carboxypropanoyl)oxy)octanoic acid